N[C@@H](CC1=CNC=N1)C(=O)N[C@@H](CCC(N)=O)C(=O)O histidyl-glutamine